C1(=CC=CC=C1)C1CCC(CN1C(=O)OC(C)(C)C)C(=O)OCC 1-tert-butyl 3-ethyl 6-phenylpiperidine-1,3-Dicarboxylate